methyl-coumarate COC(\C=C\C1=CC=C(C=C1)O)=O